2-[4,4''-bis(2-{2-methoxyethoxy}ethoxy)-[1,1':3',1''-terphenyl]-5'-yl]-4,4,5,5-tetramethyl-1,3,2-dioxaborolane COCCOCCOC1=CC=C(C=C1)C1=CC(=CC(=C1)B1OC(C(O1)(C)C)(C)C)C1=CC=C(C=C1)OCCOCCOC